FC1=CC(=CC=2C=C(OC21)C2=C(C=CC=C2)F)C=O 7-fluoro-2-(2-fluorophenyl)benzofuran-5-carbaldehyde